CN(C)CCC[Si](OC)(OC)C gamma-(N,N-dimethyl)aminopropylmethyldimethoxysilane